O1C(C(C2=C1C=CC=C2)=O)=O 2,3-benzofuranedione